C(C1=CC=CC=C1)N(CC1=CC=CC=C1)CC=1N=NN(C1)C1=CC=C(C(=O)O)C=C1 4-(4-((dibenzylamino)methyl)-1H-1,2,3-triazol-1-yl)benzoic acid